[O-]CC.[O-]CC.[O-]CC.[O-]CCCC.[Zr+4] zirconium butoxide triethoxide